P(O)(N)OC[C@@H]1[C@H]([C@H]([C@@H](O1)N1C=NC=2C(=O)NC(N)=NC12)OCC)O 2'-O-ethylguanosine phosphoramidite